2-(7-(1,4-oxazepan-2-yl)-1,8-naphthyridin-2-yl)-3,5-dimethylphenol O1C(CNCCC1)C1=CC=C2C=CC(=NC2=N1)C1=C(C=C(C=C1C)C)O